C(C)(C)(CC)ON=O.C(C)SCC1=NC(=CC=C1)CSCC 2,6-bis(ethylthiomethyl)pyridine tert-pentyl-nitrite